2-(Ethylthio)-7,8-dihydro-3H-thiopyrano[3,2-d]pyrimidine-4(6H)-one C(C)SC=1NC(C2=C(N1)CCCS2)=O